2-methyl-2-(1-((5-nitro-1-p-toluenesulfonyl-1H-pyrrolo[2,3-b]pyridine-4-yl)amino)piperidine-4-yl)propionitrile CC(C#N)(C)C1CCN(CC1)NC1=C2C(=NC=C1[N+](=O)[O-])N(C=C2)S(=O)(=O)C2=CC=C(C)C=C2